NC1=NN2C(C=CC(=C2)C=2C=C(C(=NC2)C)NC(=O)N2OCC[C@H]2C2=CC=C(C=C2)C#N)=N1 (S)-N-(5-(2-amino-[1,2,4]triazolo[1,5-a]pyridin-6-yl)-2-methylpyridin-3-yl)-3-(4-cyanophenyl)isoxazolidine-2-carboxamide